N1N=NC2=C1C=CC=C2C(CCC)(C2=C(C(=C(C(=C2C)C)C)C)O)C2=CC=CC=1NN=NC12 Bis-Benzotriazolyl-Tetramethylbutylphenol